2-[(2,2-difluoroethyl)amino]-N-[(1s,4s)-4-{[2-(difluoromethyl)imidazo[1,2-a]pyridin-5-yl]amino}cyclohexyl]pyridine-4-carboxamide FC(CNC1=NC=CC(=C1)C(=O)NC1CCC(CC1)NC1=CC=CC=2N1C=C(N2)C(F)F)F